5-amino-6-(7-amino-6-methoxy-5,8-dioxoquinolin-2-yl)-4-(2-hydroxy-3,4-dimethoxyphenyl)-3-methylpyridine-2-carboxylic acid NC=1C(=C(C(=NC1C1=NC=2C(C(=C(C(C2C=C1)=O)OC)N)=O)C(=O)O)C)C1=C(C(=C(C=C1)OC)OC)O